C1(CC1)C=1C=C(C(=O)N=C2NCCCN2)C=CC1NC1=CC(=CC=C1)OC1COC1 3-cyclopropyl-N-(1,3-diazinan-2-ylidene)-4-{[3-(oxetan-3-yloxy)phenyl]amino}benzamide